C(=O)OCCC1=C(N=CS1)C 2-(4-methyl-1,3-thiazol-5-yl)ethyl formate